C12C(CC(CC1)CC2)C(C)NS(=O)(=O)C2=CC(=C(C=C2OC)NC(C2=C(C=CC=C2)C)=O)OC N-(4-(N-(1-(bicyclo[2.2.2]oct-2-yl)ethyl)sulfamoyl)-2,5-dimethoxyphenyl)-2-methylbenzamide